5-chloro-N-(1-cyclopropyl-2,2,2-trifluoroethyl)-7-methylpyrazolo[1,5-a]Pyrimidine-3-carboxamide ClC1=NC=2N(C(=C1)C)N=CC2C(=O)NC(C(F)(F)F)C2CC2